FC(OC=1C=C(C=CC1)NC1=NC=C(C(=N1)NC1=C2CCNC(C2=CC=C1)=O)C(=O)N)F 2-{[3-(difluoromethoxy)phenyl]amino}-4-[(1-oxo-1,2,3,4-tetrahydroisoquinolin-5-yl)amino]pyrimidine-5-carboxamide